4-bromo-3-fluorophenyl-4-methylphenyl sulfone BrC1=C(C=C(C=C1)C1=C(C=CC(=C1)C)S(=O)(=O)C1=C(C=C(C=C1)C)C1=CC(=C(C=C1)Br)F)F